methyl (7-(butylamino)-3-iodo-1H-pyrazolo[4,3-d]pyrimidin-5-yl)carbamate C(CCC)NC=1C2=C(N=C(N1)NC(OC)=O)C(=NN2)I